4-ethynylbenzene C(#C)C1=CC=CC=C1